1-heptyl-dimethyl-chlorosilane C(CCCCCC)[Si](Cl)(C)C